Cl.NC=1C(=C(C=CC1Cl)O)Cl 3-amino-2,4-dichloro-phenol HCl salt